3-(3-{[7-({(2R)-2-hydroxy-2-[4-hydroxy-3-(hydroxymethyl)phenyl]ethyl}-amino)heptyl]oxy}-propyl)benzenesulfonamide O[C@@H](CNCCCCCCCOCCCC=1C=C(C=CC1)S(=O)(=O)N)C1=CC(=C(C=C1)O)CO